(3,5-dichloropyridin-2-yl)-3-trifluoromethyl-1H-pyrazol-5-ol ClC=1C(=NC=C(C1)Cl)N1N=C(C=C1O)C(F)(F)F